C(C)(C)(C)NC(C(F)(F)C=1C(=NN(C1)C)C(=O)NC1=CC(=C(C=C1)F)C)=O 4-(2-(tert-butylamino)-1,1-difluoro-2-oxoethyl)-N-(4-fluoro-3-methylphenyl)-1-methyl-1H-pyrazole-3-carboxamide